3-benzyl-1-(trans-4-((5-cyano-4-(3-cyanophenyl)pyrimidin-2-yl)amino)cyclohexyl)-1-(5-(1-methyl-1H-pyrazol-4-yl)pyridin-2-yl)urea C(C1=CC=CC=C1)NC(N(C1=NC=C(C=C1)C=1C=NN(C1)C)[C@@H]1CC[C@H](CC1)NC1=NC=C(C(=N1)C1=CC(=CC=C1)C#N)C#N)=O